C[SiH2]CCC methyl-propylsilane